anthracenyl-trichlorosilane C1(=CC=CC2=CC3=CC=CC=C3C=C12)[Si](Cl)(Cl)Cl